N1=C2C(=CC=C1)C1=C(N2)CCCCC1=O 7,8,9,10-tetrahydrocyclohepta[4,5]pyrrolo[2,3-b]pyridin-5(6H)-one